N1(CCCC1)[C@@H]1CN(CCC1)C(=O)OCC1=CC=CC=C1 Benzyl (3S)-3-pyrrolidin-1-ylpiperidine-1-carboxylate